C1=CC=CC(CCC1)[Ni+] 5-cyclooctadieneylnickel (II)